3-(5,7-Difluoro-6-((6-methylpyridin-2-yl)ethynyl)-4-oxo-1,4-dihydroquinolin-2-yl)-4-(methylsulfonyl)benzonitrile FC1=C2C(C=C(NC2=CC(=C1C#CC1=NC(=CC=C1)C)F)C=1C=C(C#N)C=CC1S(=O)(=O)C)=O